β-2-ethylhexyl phenylcinnamate C1(=CC=CC=C1)C(C(=O)OCC(CCCC)CC)=CC1=CC=CC=C1